ClC=1C=C(C=CC1F)C(NC(=O)[C@H]1NC(NC1)=O)C1C=2C=C(C=CC2C1)Cl (4S)-N-((3-chloro-4-fluorophenyl)(4-chlorobicyclo[4.2.0]-octa-1(6),2,4-trien-7-yl)methyl)-2-oxoimidazolidine-4-carboxamide